C(CCCCC)C(=O)CCCCCCCCCCCCCCCCCCCCCCCC n-tetracosyl hexyl ketone